9-([1,1':4',1''-terphenyl]-2-yl)-3-(4-Chlorophenyl)-9H-carbazole C1(=C(C=CC=C1)N1C2=CC=CC=C2C=2C=C(C=CC12)C1=CC=C(C=C1)Cl)C1=CC=C(C=C1)C1=CC=CC=C1